tert-butyl 3-(6-(4-bromo-2-hydroxyphenyl)pyridazin-3-yl)azetidine-1-carboxylate BrC1=CC(=C(C=C1)C1=CC=C(N=N1)C1CN(C1)C(=O)OC(C)(C)C)O